FC1(CC(C1)[C@H](NC(=O)C1=NOC=C1CC)C=1OC2=C(N1)C=C(C=C2)CN2C(N[C@@H](C2)C(F)(F)F)=O)F N-((S)-(3,3-difluorocyclobutyl)(5-(((S)-2-oxo-4-(trifluoromethyl)imidazolidin-1-yl)methyl)benzo[d]oxazol-2-yl)methyl)-4-ethyl-isoxazole-3-carboxamide